N-[3-chloro-4-[[1-[(2S,4R)-4-hydroxypyrrolidine-2-carbonyl]-4-piperidyl]carbamoyl]phenyl]-5-[6-(dimethylamino)-2,5-difluoro-3-pyridyl]-1-methyl-imidazole-2-carboxamide ClC=1C=C(C=CC1C(NC1CCN(CC1)C(=O)[C@H]1NC[C@@H](C1)O)=O)NC(=O)C=1N(C(=CN1)C=1C(=NC(=C(C1)F)N(C)C)F)C